CC=1C(=NN2CC(NCCC21)=O)NC=2N=CC=1CCN(CC1C2)C2=C(C1=C(OCCN1)N=C2)C methyl-2-[(6-{8-methyl-1H,2H,3H-pyrido[2,3-b][1,4]oxazin-7-yl}-5,6,7,8-tetrahydro-2,6-naphthyridin-3-yl)amino]-4H,5H,6H,7H,8H-pyrazolo[1,5-d][1,4]diazepin-7-one